C(C)(=O)OC1=CC=C(C=C1)C=C para-vinyl-phenol acetate